3-amino-N-[(3R)-7-[(4S,8S)-8-amino-1-oxa-6-azaspiro[3.4]octan-6-yl]-3,4-dihydro-2H-1-benzopyran-3-yl]-6-methylthieno[2,3-b]pyridine-2-carboxamide NC1=C(SC2=NC(=CC=C21)C)C(=O)N[C@H]2COC1=C(C2)C=CC(=C1)N1C[C@@]2(CCO2)[C@H](C1)N